BrC1=C(C=C(C=C1)/C=C/C=O)F (E)-3-(4-bromo-3-fluorophenyl)acrylaldehyde